2-Fluoro-N-(5-(4-fluoro-[1,1-biphenyl]-3-yl)-1,3,4-thiadiazol-2-yl)benzenesulfonamide FC1=C(C=CC=C1)S(=O)(=O)NC=1SC(=NN1)C=1C=C(C=CC1F)C1=CC=CC=C1